5-bromo-4-iodo-2,7-dimethylbenzo[d]thiazole BrC=1C=C(C2=C(N=C(S2)C)C1I)C